C1(=CC=CC=C1)C1=C(C(=NN=N1)C1=C(C=CC=C1)C1=C(C=CC=2OC3=C(C21)C=CC=C3)C3=C(C(=CC=2C1=CC=CC=C1CC32)C)C)C3=CC=CC=C3 (diphenyltriazinyl)[(dimethylfluorenyl)dibenzofuranyl]benzene